(R)-N-(3-(3,5-dimethylisoxazol-4-yl)-4-(piperidin-2-ylmethoxy)phenyl)-5-methyloxazole-4-carboxamide CC1=NOC(=C1C=1C=C(C=CC1OC[C@@H]1NCCCC1)NC(=O)C=1N=COC1C)C